C(CCC)C1N(S(C2=C(N(C1)C1=CC=NC=C1)C=C(C(=C2)O/C=C/C(=O)O)SC)(=O)=O)C (E)-3-((3-Butyl-2-methyl-7-(methylthio)-1,1-dioxido-5-(pyridin-4-yl)-2,3,4,5-tetrahydrobenzo[f][1,2,5]thiadiazepin-8-yl)oxy)acrylic acid